O[C@H](C(=O)NC=1C=C(C(=O)OC)C=CN1)C methyl (S)-2-(2-hydroxypropanamido)isonicotinate